COC(C1=CC=C(C=C1)[C@H]1NCCNC1)=O |r| (±)-4-(piperazine-2-yl)benzoic acid methyl ester